O.[Sn](Cl)(Cl)(Cl)Cl tin (IV) chloride hydrate